C(=O)(O)CCOC(C=C)=O acrylic acid beta-carboxyethyl ester